2-bromo-2-(3,4-dichlorophenyl)acetyl chloride BrC(C(=O)Cl)C1=CC(=C(C=C1)Cl)Cl